benzyl-1-methyl-D-tryptophan ethyl ester C(C)OC([C@H](NCC1=CC=CC=C1)CC1=CN(C2=CC=CC=C12)C)=O